C(C1=CC=CC=C1)OC=1C=CC(=C(C(=O)N(CC)CC)C1)Br 5-benzyloxy-2-bromo-N,N-diethyl-benzamide